tert-butyl (2S)-2-(6-bromo-4-oxo-3,4-dihydrothieno[3,2-d]pyrimidin-2-yl)-4,4-difluoropyrrolidine-1-carboxylate BrC1=CC=2N=C(NC(C2S1)=O)[C@H]1N(CC(C1)(F)F)C(=O)OC(C)(C)C